NC1=C2C(=NC=N1)N(N=C2C#CC2=C(C1=C(N(C=N1)C(F)F)C=C2F)F)[C@H]2C[C@@H](N(C2)C(C=C)=O)COC 1-[(2R,4S)-4-(4-Amino-3-[2-[1-(difluoromethyl)-4,6-difluoro-1,3-benzodiazol-5-yl]ethynyl]pyrazolo[3,4-d]pyrimidin-1-yl)-2-(methoxymethyl)pyrrolidin-1-yl]prop-2-en-1-one